2-(4-CHLORoBENZYLAMINO)-4-(4-TERT-BUTYLAMINOPIPERIDIN-1-YL)-CHINOLIN ClC1=CC=C(CNC2=NC3=CC=CC=C3C(=C2)N2CCC(CC2)NC(C)(C)C)C=C1